C1OCC2=CC(=CC=C12)C(=O)O.ClC1=CC(=C(N)C=C1)C1=CC=CC=2OC3=C(C21)C=CC=C3 4-chloro-2-(dibenzo[b,d]furan-1-yl)aniline 1,3-dihydroisobenzofuran-5-carboxylate